ethyl N-(ethoxycarbonyl)-N-propylleucinate C(C)OC(=O)N([C@@H](CC(C)C)C(=O)OCC)CCC